tert-Butyl ((S)-(7-((R*)-cyclobutyl(4,4,4-trifluorobutanamido)methyl)imidazo[1,2-b]pyridazin-2-yl)(4,4-difluorocyclohexyl)methyl)carbamate C1(CCC1)[C@H](C1=CC=2N(N=C1)C=C(N2)[C@H](C2CCC(CC2)(F)F)NC(OC(C)(C)C)=O)NC(CCC(F)(F)F)=O |o1:4|